C1(CCCCC1)COC1=C(C=O)C(=CC(=C1)O)OCC1CCCCC1 2,6-Bis(cyclohexylmethoxy)-4-hydroxybenzaldehyde